5-chloro-1-methyl-1H-pyrrolo[2,3-c]Pyridine-2-carboxylic acid ethyl ester C(C)OC(=O)C1=CC=2C(=CN=C(C2)Cl)N1C